3-(((tert-butyldimethylsilyl)oxy)methyl)bicyclo[1.1.1]pentane-1-carboxylic acid [Si](C)(C)(C(C)(C)C)OCC12CC(C1)(C2)C(=O)O